5-(3-ethoxy-4-pyridinyl)-N-[(6-fluoro-2-pyridinyl)methyl]-1-isopropyl-3-methyl-pyrazolo[4,3-b]pyridin-7-amine C(C)OC=1C=NC=CC1C1=CC(=C2C(=N1)C(=NN2C(C)C)C)NCC2=NC(=CC=C2)F